NC=1C(C2=CCCC=C2C(C1NC(C)(C)C)=O)=O 2-amino-3-(tert-butylamino)-6,7-dihydronaphthalene-1,4-dione